4-[(4-cyclohexylphenyl)amino]-2-{methyl-[(pyrazin-2-yl)methyl]amino}-6-(propan-2-yl)-5,6-dihydro-7H-pyrrolo[3,4-d]pyrimidin-7-one C1(CCCCC1)C1=CC=C(C=C1)NC=1C2=C(N=C(N1)N(CC1=NC=CN=C1)C)C(N(C2)C(C)C)=O